[Cl-].C1(CCCCC1)OC(=O)OC(C(=O)OC1CC2CCC(C1)[N+]21CCCC1)(C1=CC=CC=C1)C1=CC=CC=C1 3-(2-(((Cyclohexyloxy)carbonyl)oxy)-2,2-diphenyl-acetoxy)spiro[bicyclo[3.2.1]octane-8,1'-pyrrolidin]-8-ium chloride